N-[2-(1-Methyl-1H-pyrazol-4-yl)-[1,3]thiazolo[5,4-c]pyridin-6-yl]-5-(propan-2-yl)-6-[(pyrrolidin-1-yl)methyl]pyridin-2-amine CN1N=CC(=C1)C=1SC=2C=NC(=CC2N1)NC1=NC(=C(C=C1)C(C)C)CN1CCCC1